C1N(CCC2=CC=CC=C12)C[C@H](CN1CCOC2=C(C1=O)C=CC(=C2)OC2CCN(CC2)CC#N)O 2-[4-[[4-[(2R)-3-(3,4-Dihydro-1H-Isoquinolin-2-Yl)-2-Hydroxy-Propyl]-5-Oxo-2,3-Dihydro-1,4-benzoxazepin-8-Yl]Oxy]-1-Piperidyl]Acetonitrile